(2R,3S,4S)-4-hydroxy-2-[(4-methoxyphenyl)methyl]pyrrolidin-3-yl 1-(oxetan-3-ylmethyl)azetidine-3-carboxylate O1CC(C1)CN1CC(C1)C(=O)O[C@H]1[C@H](NC[C@@H]1O)CC1=CC=C(C=C1)OC